6-Bromo-7-fluoroquinazolin-2,4(1H,3H)-dione BrC=1C=C2C(NC(NC2=CC1F)=O)=O